FC1=C(C=CC=C1)C=1C(=CC=CC1)C1=C(C=CC=C1)F 2,2''-difluoro-1,1':2',1''-terphenyl